3-(2,4-dimethoxybenzyl)-1-(5-((1-(2-hydroxy-2-methylpropyl)piperidin-4-yl)methyl)pyrazolo[1,5-a]pyridin-3-yl)dihydropyrimidine-2,4(1H,3H)-dione COC1=C(CN2C(N(CCC2=O)C=2C=NN3C2C=C(C=C3)CC3CCN(CC3)CC(C)(C)O)=O)C=CC(=C1)OC